COC=1C=C2C(NN(C2=C2C1C=CC=C2)C2=CC=C(C=C2)C(F)(F)F)=O 5-Methoxy-1-(4-(trifluoromethyl)phenyl)-1H-benzo[g]indazol-3(2H)-on